N-methyl-10,14,31-trioxa-3,20,22,26,30-pentazahexacyclo[19.6.2.12,5.115,19.04,9.024,28]hentriaconta-1(27),2,4,6,8,15(30),16,18,21(29),22,24(28),25-dodecaen-25-amine CNC=1C=2C=NC=3NC4=CC=CC(OCCCOC5=CC=CC6=C5N=C(C(=CN1)C2C3)O6)=N4